COC=1C=C(C(=O)O)C=C(C1)C 3-methoxy-5-methylbenzoic acid